(R)-4-((1-(tert-butoxycarbonyl)piperidin-3-yl)amino)-3-(3-methoxypropionyl)-1H-pyrrolo[2,3-b]pyridine-1-carboxylic acid tert-butyl ester C(C)(C)(C)OC(=O)N1C=C(C=2C1=NC=CC2N[C@H]2CN(CCC2)C(=O)OC(C)(C)C)C(CCOC)=O